2-fluoro-6-methoxy-3-(4,4,5,5-tetramethyl-1,3,2-dioxaborolan-2-yl)aniline FC1=C(N)C(=CC=C1B1OC(C(O1)(C)C)(C)C)OC